tricyclopropyl-λ5-bismuthanone C1(CC1)[Bi](=O)(C1CC1)C1CC1